phenyl 2-oxoacetate O=CC(=O)OC1=CC=CC=C1